4-((1-(but-2-ynoyl)pyrrolidin-3-yl)methyl)-5-fluoro-2,3-dimethyl-1H-indole-7-carboxamide C(C#CC)(=O)N1CC(CC1)CC1=C2C(=C(NC2=C(C=C1F)C(=O)N)C)C